N-(4-((3,4-dimethylpiperazin-1-yl)sulfonyl)phenyl)-3-iodo-4-methoxybenzamide CC1CN(CCN1C)S(=O)(=O)C1=CC=C(C=C1)NC(C1=CC(=C(C=C1)OC)I)=O